[Si](C)(C)(C(C)(C)C)O[Si](C)(C)C(C)(C)C TBDMS-Tert-Butyldimethylsilyl ether